N-propyl-naphtho[2,1-d]thiazole-2-amine C(CC)NC=1SC2=C(N1)C=CC1=CC=CC=C12